2-((2-Acetyl-6-fluorophenyl)amino)-2-oxoethyl acetate C(C)(=O)OCC(=O)NC1=C(C=CC=C1F)C(C)=O